NC1=C(SC=2N=C(SC21)C)C(=O)NC2CC=1C=CC(=NC1CC2)N2CC(C(C2)OCC(C)(C)OC)N 6-amino-N-{2-[3-amino-4-(2-methoxy-2-methylpropoxy)pyrrolidin-1-yl]-5,6,7,8-tetrahydroquinolin-6-yl}-2-methylthieno[2,3-d][1,3]thiazole-5-carboxamide